((6-methyl-4-(trifluoromethyl)pyridin-2-yl)methyl)carbamic acid tert-butyl ester C(C)(C)(C)OC(NCC1=NC(=CC(=C1)C(F)(F)F)C)=O